(3-(2-(4-chloro-3-fluorophenoxy)acetylamino)bicyclo[1.1.1]pentan-1-yl)carbamic acid tert-butyl ester C(C)(C)(C)OC(NC12CC(C1)(C2)NC(COC2=CC(=C(C=C2)Cl)F)=O)=O